C(C)OC(/C(=N/N1C(CCC1C1=CC=CC=C1)=O)/N)=O (2Z)-2-amino-2-(2-oxo-5-phenyl-pyrrolidin-1-yl)imino-acetic acid ethyl ester